4'-cyclopropyl-N-{[(4R)-4-cyclopropyl-2,5-dioxoimidazolidin-4-yl]methyl}-5-fluoro[biphenyl]-2-carboxamide C1(CC1)C1=CC=C(C=C1)C=1C(=CC=C(C1)F)C(=O)NC[C@]1(NC(NC1=O)=O)C1CC1